N1=CC=CC2=CC(=NC=C12)C(=O)[O-] [1,7]naphthyridine-6-carboxylate